2-(3,4-difluoro-2-methoxy-phenoxy)-5-fluoro-4-(trifluoromethyl)aniline FC=1C(=C(OC2=C(N)C=C(C(=C2)C(F)(F)F)F)C=CC1F)OC